Pyrimido[5,4-e]Pyrimidin-5(6H)-one N1=CN=CC2=C1N=CNC2=O